C(C=C)(=O)N1C[C@@H](N(CC1)C1=NC(N2C3=C(C(=C(C=C13)Cl)C1=C(C=C(C=C1)F)F)SC[C@H]2C)=O)C (3R)-7-((S)-4-acryloyl-2-methylpiperazin-1-yl)-9-chloro-10-(2,4-difluorophenyl)-3-methyl-2,3-dihydro-5H-[1,4]thiazino[2,3,4-ij]quinazolin-5-one